C(\C=C/C(=O)O)(=O)N[C@@H](CC(N)=O)C(=O)O N-maleoyl-asparagine